COC1=CC=C(C=C1)C=CC=C1C(NC(NC1=O)=O)=O 5-[3-(4-methoxyphenyl)-2-propen-1-ylidene]-2,4,6(1H,3H,5H)-pyrimidinetrione